CC(C)CCC[C@@H](C)[C@H]1CC[C@H]2[C@@H]3CC=C4[C@H]([C@H](CC[C@]4(C)[C@H]3CC[C@]12C)O)O cholest-5-en-3β,4β-diol